O[C@@]1(C[C@@H]2[C@@H]([C@H]3CC[C@]4([C@H]([C@@H]3CC2)CC[C@@H]4C(C)=O)C)CCC1)C 1-((1S,3aS,3bR,5aR,7S,10aS,10bR,12aS)-7-hydroxy-7,12a-dimethyloctadecahydrocyclohepta[a]cyclopenta[f]naphthalen-1-yl)ethan-1-one